NC1=NC=CC(=C1)C=1C=C(C=CC1C)C=1C(=C(C(N(C1)C1=CC=C(C=C1)F)=O)C(=O)N)OCC (3-(2-aminopyridin-4-yl)-4-methylphenyl)-4-ethoxy-1-(4-fluorophenyl)-2-keto-1,2-dihydropyridine-3-carboxamide